F[B-](F)(F)F.F[B-](F)(F)F.CCCCCCCC octane bis(tetrafluoroborate) salt